(2R)-2-methyl-4-(2-oxo-3H-1,3-benzoxazol-6-yl)piperazine-1-carboxylic acid tert-butyl ester C(C)(C)(C)OC(=O)N1[C@@H](CN(CC1)C1=CC2=C(NC(O2)=O)C=C1)C